(Z)-N'-(3-(3-(3-(pentafluoro-sulfaneyl)-5-(trifluoromethyl)phenyl)-1H-1,2,4-triazol-1-yl)acryloyl)cyclopentane-carbohydrazide FS(C=1C=C(C=C(C1)C(F)(F)F)C1=NN(C=N1)\C=C/C(=O)NNC(=O)C1CCCC1)(F)(F)(F)F